C(C)OC=1C=CC(=NC1)C=1N(C(=NN1)C1CC(C1)NC(=O)C=1N=CC2=CC=CC=C2C1)C1=C(C=CC=C1)F N-((1S,3r)-3-(5-(5-ethoxypyridin-2-yl)-4-(2-fluorophenyl)-4H-1,2,4-triazol-3-yl)cyclobutyl)isoquinoline-3-carboxamide